cholesteryl n-valerate CCCCC(=O)O[C@H]1CC[C@@]2([C@H]3CC[C@]4([C@H]([C@@H]3CC=C2C1)CC[C@@H]4[C@H](C)CCCC(C)C)C)C